(R)-(5-(1-methyl-1H-imidazol-4-yl)-1,3,4-oxadiazol-2-yl)(4-(7-(trifluoromethyl)pyrazolo[1,5-a]pyridin-2-yl)-6,7-dihydro-1H-imidazo[4,5-c]pyridin-5(4H)-yl)methanone CN1C=NC(=C1)C1=NN=C(O1)C(=O)N1[C@H](C2=C(CC1)NC=N2)C2=NN1C(C=CC=C1C(F)(F)F)=C2